CC(C)(S(=O)NC(C)(CC)C1=NC(=NC=C1)NS(=O)(=O)C1CC1)C N-(4-(2-(1,1-dimethylethylsulfinamido)butan-2-yl)pyrimidinyl)cyclopropanesulfonamide